7-bromo-5-(bromomethyl)-4-isopropoxybenzofuran BrC1=CC(=C(C=2C=COC21)OC(C)C)CBr